chromium tritide [3H-].[Cr+3].[3H-].[3H-]